1-(3,5-bis(trifluoromethyl)phenyl)-3-((1R,2R)-2-(dimethylamino)cyclohexyl)thiourea FC(C=1C=C(C=C(C1)C(F)(F)F)NC(=S)N[C@H]1[C@@H](CCCC1)N(C)C)(F)F